C(CCC(=O)C)(=O)[O-].CC1=NC=C(C=C1[C@H]1[NH+](CCC1)C)C (2S)-2-(2,5-dimethylpyridin-3-yl)-1-methylpyrrolidin-1-ium levulinate